OCCOCCOCCOCCOCCOCCNC(OCC1=CC=CC=C1)=O Benzyl N-[2-[2-[2-[2-[2-(2-hydroxyethoxy)ethoxy]ethoxy]ethoxy]ethoxy]ethyl]carbamate